2-(2-(cyclopropanesulfonamido)pyrimidin-4-yl)-N-(5-(6-(trifluoromethyl)pyrazin-2-yl)pyridin-2-yl)butanamide C1(CC1)S(=O)(=O)NC1=NC=CC(=N1)C(C(=O)NC1=NC=C(C=C1)C1=NC(=CN=C1)C(F)(F)F)CC